cis-N-(3,5-difluoro-4-(furan-2-yl)benzyl)-1-isobutyryl-6-methyl-4-(phenylsulfonyl)piperazine-2-carboxamide FC=1C=C(CNC(=O)[C@@H]2N([C@@H](CN(C2)S(=O)(=O)C2=CC=CC=C2)C)C(C(C)C)=O)C=C(C1C=1OC=CC1)F